C(C)(C)(C)OC(=O)N1C[C@@H](N(CC1)C=1C2=C(N=CN1)N(C=C2N2C(CCC2)=O)[C@H]2[C@H]1CC[C@@H](C2)C1)C tert-butyl-(3S)-4-{7-[(1S,2R,4R)-bicyclo[2.2.1]heptan-2-yl]-5-(2-oxopyrrolidin-1-yl)-7H-pyrrolo[2,3-d]pyrimidin-4-yl}-3-methylpiperazine-1-carboxylate